C(C)(=O)C1=C(C2=C(N=C(N=C2)NC2=NC=C(C=C2)N2CCNCC2)N(C1=O)C1CCCC1)C 6-acetyl-8-cyclopentyl-5-methyl-2-((5-(piperazin-1-yl)pyridin-2-yl)amino)-pyrido[2,3-d]pyrimidin-7(8H)-one